ClC=1C(=NC=CC1)C(=O)NCCOC 3-chloro-N-(2-methoxyethyl)pyridineamide